C(C)OC(=O)C=1N(/C(/SC1)=N/C(=O)C1=CNC2=NC=CC=C21)CC2=CC=CC=C2 (Z)-2-((1H-pyrrolo[2,3-b]pyridine-3-carbonyl)imino)-3-benzyl-2,3-dihydrothiazole-4-carboxylic acid ethyl ester